2-bromo-N-cyclopentyl-11-oxo-11H-pyrido[2,1-b]quinazoline-6-carboxamide BrC=1C=C2C(N3C(=NC2=CC1)C(=CC=C3)C(=O)NC3CCCC3)=O